NC=1C2=C(N=CN1)N(C(=C2C=2C=NC(=NC2)C(F)(F)F)C#N)[C@H](CC)C=2N=NN(C2)C2=C(C=C(C=C2)F)F 4-amino-7-{(1R)-1-[1-(2,4-difluorophenyl)-1H-1,2,3-triazol-4-yl]propyl}-5-[2-(trifluoromethyl)pyrimidin-5-yl]-7H-pyrrolo[2,3-d]pyrimidine-6-carbonitrile